Cl.CN(C(OC1=C(C=C2C(=C(C(OC2=C1)=O)CC1=C(C(=CC=C1)NS(=O)(=O)CC)Cl)CN1CCNCC1)Cl)=O)C 6-chloro-3-(2-chloro-3-(ethylsulfonamido)benzyl)-2-oxo-4-(piperazin-1-ylmethyl)-2H-chromen-7-yl dimethylcarbamate hydrochloride